BrC(C1=CC=C(C=C1)C1=NOC(=N1)C(F)(F)F)Br 3-[4-(dibromomethyl)phenyl]-5-(trifluoromethyl)-1,2,4-oxadiazole